4,4'-bis-(4-phenyl-1,2,3-triazol-2-yl)stilbene-2,2'-disulfonic acid C1(=CC=CC=C1)C1=NN(N=C1)C=1C=C(C(=CC1)C=CC=1C(=CC(=CC1)N1N=CC(=N1)C1=CC=CC=C1)S(=O)(=O)O)S(=O)(=O)O